NC=1C2=C(N=CN1)N(C=C2Br)[C@@H]2O[C@@H]([C@H]([C@H]2O)O)\C=C\CCCN2CC(CCC2)F (2R,3R,4S,5R)-2-{4-amino-5-bromo-7H-pyrrolo[2,3-d]pyrimidin-7-yl}-5-[(1E)-5-(3-fluoropiperidin-1-yl)pent-1-en-1-yl]oxolane-3,4-diol